N1C=C(C2=CC=CC=C12)C/1OC2=CC=CC=C2C(\C1=C/NC1=CC=C(C=C1)OC)=O (Z)-2-(1H-indol-3-yl)-3-(((4-methoxyphenyl)amino)methylene)chroman-4-one